ClC=1C=NC(=NC1)NC1CCOCC1 5-chloro-2-[(oxan-4-yl)amino]pyrimidin